C[C@H](C(=O)O)O[C@@H]1[C@H]([C@@H]2OC[C@H]([C@H]1O)O2)NC(=O)C The molecule is an anhydrohexose derivative that is the 1,6-anhydro-derivative of N-acetyl-beta-muramic acid. It derives from a N-acetyl-beta-D-muramic acid. It is a conjugate acid of a 1,6-anhydro-N-acetyl-beta-muramate.